C1(CC1)C1=CC(=CC(=N1)NC(C=1C(N(C=C(C1)CNCCC(F)(F)F)C1CC1)=O)=O)C1=C(C=C(C=C1)F)C1=NN=CN1C N-{6-cyclopropyl-4-[4-fluoro-2-(4-methyl-4H-1,2,4-triazol-3-yl)phenyl]-2-pyridyl}-1-cyclopropyl-2-oxo-5-[(3,3,3-trifluoropropylamino)methyl]-1,2-dihydronicotinamide